6'-{[3-(2-phenylacetamido)phenyl]methoxy}-2',3'-dihydrospiro[cyclohexane-1,1'-indene]-4-carboxylic acid C1(=CC=CC=C1)CC(=O)NC=1C=C(C=CC1)COC1=CC=C2CCC3(C2=C1)CCC(CC3)C(=O)O